ClC1=C(C=CC=C1)C1=NOC(=C1C(=O)OC)C=1C=NN(C1C(F)(F)F)C[C@H](C)O methyl (2S)-3-(2-chlorophenyl)-5-(1-(2-hydroxypropyl)-5-(trifluoromethyl)-1H-pyrazol-4-yl)isoxazole-4-carboxylate